[C@@H]1([C@H](O)[C@H](O)[C@H](O1)CO)N1C=NC2=C1C=NNC2=O 1-(β-D-ribofuranosyl)-1,5-dihydro-4H-imidazo[4,5-d]pyridazin-4-one